ICC([C@H]([C@@H](C)O[C@H](C(F)(F)F)C)NC(OC(C)(C)C)=O)=O tert-butyl ((3S,4R)-1-iodo-2-oxo-4-(((S)-1,1,1-trifluoropropan-2-yl)oxy)pentan-3-yl)carbamate